C(C)(C)(C)N(C(O)=O)CC1=C(C=C(C=C1)B1OC(C(O1)(C)C)(C)C)C.Cl.CN methanamine hydrochloride tert-Butyl-(2-methyl-4-(4,4,5,5-tetramethyl-1,3,2-dioxaborolan-2-yl)benzyl)carbamate